ClC=1C=CC=C2C=CC=C(C12)C1=C(C=2N=C(N=C(C2C=N1)N([C@H]1CN(CC1)C(=O)OC(C)(C)C)C)OC[C@]12CCCN2C[C@@H](C1)F)F (R)-tert-butyl 3-((7-(8-chloronaphthalen-1-yl)-8-fluoro-2-(((2R,7aS)-2-fluorohexahydro-1H-pyrrolizin-7a-yl)methoxy)pyrido[4,3-d]pyrimidin-4-yl)(methyl)amino)pyrrolidine-1-carboxylate